rel-(3R,6R)-1,1-difluoro-5-azaspiro[2.4]heptane FC1(C[C@]12CNCC2)F |o1:3|